(diisopropoxyamino)trimethoxysilane C(C)(C)ON(OC(C)C)[Si](OC)(OC)OC